3-(4-(fluorosulfonyl)phenyl)propionic acid FS(=O)(=O)C1=CC=C(C=C1)CCC(=O)O